NC1=NC(N(C=C1)[C@H]1[C@@H]([C@@H]([C@H](S1)CO[P@](=O)(OC1=CC=CC=C1)N[C@@H](C)C(=O)OC(C)C)O)O)=O Isopropyl ((S)-(((2R,3S,4R,5R)-5-(4-amino-2-oxopyrimidin-1(2H)-yl)-3,4-dihydroxytetrahydrothiophen-2-yl)methoxy)(phenoxy)phosphoryl)-L-alaninate